ClC1=NC(=NC(=C1)Cl)C1CC1 4,6-Dichloro-2-cyclopropylpyrimidine